7-chloro-1-[4-(methoxymethyl)-1,2,4-thiadiazol-5-yl]-5-methyl-4-oxo-1,4-dihydro-1,8-naphthyridine-3-carboxylic acid ethyl ester C(C)OC(=O)C1=CN(C2=NC(=CC(=C2C1=O)C)Cl)C1N(C=NS1)COC